CC1=CN=C(S1)C=1C=C2C(=CN=NC2=CC1)N[C@H](C)C=1C=NC(=NC1)C(F)(F)F 6-(5-methylthiazol-2-yl)-N-((1R)-1-(2-(trifluoromethyl)pyrimidin-5-yl)ethyl)cinnolin-4-amine